4-chloro-1-{[2-(trimethylsilyl)ethoxy]methyl}-1H-1,5,7-triazaindene ClC1=C2C=CN(C2=NC=N1)COCC[Si](C)(C)C